2-(acetylamino)-2-deoxy-D-glucose C(C)(=O)N[C@@H](C=O)[C@@H](O)[C@H](O)[C@H](O)CO